[Si](C1=CC=CC=C1)(C1=CC=CC=C1)(C(C)(C)C)OC(CC1=NC(=NO1)C=1C=CC(=C(NC)C1)C)C(F)F 5-(5-(2-((tert-butyldiphenylsilyl)oxy)-3,3-difluoropropyl)-1,2,4-oxadiazol-3-yl)-N,2-dimethylaniline